C(C)OC1=CC(=C2C(=CC(=NC2=C1OCC)C(=O)O)C(=O)O)N\N=C(/C(=O)OCC)\C (Z)-7,8-diethoxy-5-(2-(1-ethoxy-1-oxoprop-2-ylidene)hydrazino)quinoline-2,4-dicarboxylic acid